[6-[3-(1-aminocyclopropyl)-1H-1,2,4-triazol-5-yl]-2-azaspiro[3.3]heptan-2-yl]-[6-[2-fluoro-4-(trifluoromethyl)benzyl]-2-azaspiro[3.3]heptan-2-yl]methanone NC1(CC1)C1=NNC(=N1)C1CC2(CN(C2)C(=O)N2CC3(C2)CC(C3)CC3=C(C=C(C=C3)C(F)(F)F)F)C1